(1s,4s)-4-methylcyclohexan-1-amine CC1CCC(CC1)N